C(C1=CC=CC=C1)OC(CC(=O)C1=NN(C=2CC(CCC12)(C)C)C1OCC1)=O 3-[6,6-dimethyl-1-(oxetan-2-yl)-5,7-dihydro-4H-indazol-3-yl]-3-oxopropanoic acid benzyl ester